hexane-1,1-diamine C(CCCCC)(N)N